FC1=C(C=CC(=C1)B1OC(C(O1)(C)C)(C)C)C1CCN(CC1)C 4-[2-Fluoro-4-(4,4,5,5-tetramethyl-1,3,2-dioxaborolan-2-yl)phenyl]-1-methyl-piperidine